CC1(CN(C1)C(=O)OC(C)(C)C)OC1=CC=CC=C1 tert-butyl 3-methyl-3-phenoxyazetidine-1-carboxylate